FC1=CC(=C(C=C1)C(C)=O)OC([2H])([2H])[2H] 1-(4-fluoro-2-(methoxy-d3)phenyl)ethan-1-one